FC(OC1=NN(C2=NC=C(C=C21)OC2CCC(CC2)N)CC2=CC=C(C=C2)OC)F 4-[trans-3-(difluoromethoxy)-1-[(4-methoxyphenyl)methyl]pyrazolo[3,4-b]pyridin-5-yl]oxycyclohexanamine